(3R,4S,5R)-2-(4-(benzo[d][1,3]dioxol-5-yl)naphthalen-1-yloxy)-4,5-dimethoxy-tetrahydro-2H-pyran-3-yl acetate C(C)(=O)O[C@H]1C(OC[C@H]([C@@H]1OC)OC)OC1=CC=C(C2=CC=CC=C12)C1=CC2=C(OCO2)C=C1